7-bromo-6-chloro-5-(2-fluoro-5-methoxy-phenyl)-1,3-dihydro-1,4-benzodiazepine-2-One BrC=1C=CC2=C(C(=NCC(N2)=O)C2=C(C=CC(=C2)OC)F)C1Cl